hexamethylenebis(4-benzoylbenzyldimethylammonium) C(C1=CC=CC=C1)(=O)C1=CC=C(C[N+](CCCCCC[N+](C)(C)CC2=CC=C(C=C2)C(C2=CC=CC=C2)=O)(C)C)C=C1